CC1=NN(C(=C1)C)C=1C=CC(N(N1)CC1CN(C1)C=1OC2=C(N1)C=C(C=C2)F)=O 6-(3,5-dimethylpyrazol-1-yl)-2-[[1-(5-fluoro-1,3-benzoxazol-2-yl)azetidin-3-yl]methyl]pyridazin-3-one